C=NN=C=C1NC2=CC=CC=C2C1 2-methylenehydrazonomethylene-1H-indole